FC(C1N(CCC2=C1SC=N2)C(=O)OC(C)(C)C)F tert-butyl 4-(difluoromethyl)-6,7-dihydrothiazolo[5,4-c]pyridine-5(4H)-carboxylate